2-chloro-1,3-propanediol stearate C(CCCCCCCCCCCCCCCCC)(=O)OCC(CO)Cl